3-(1-(4-fluorophenyl)-6-methyl-1H-indazol-5-yl)-4-isobutyl-1-((2-methyl-2H-1,2,3-triazol-4-yl)sulfinyl)piperazin-2-one FC1=CC=C(C=C1)N1N=CC2=CC(=C(C=C12)C)C1C(N(CCN1CC(C)C)S(=O)C1=NN(N=C1)C)=O